2-[(1-tert-butoxycarbonyl-4-fluoro-4-piperidyl)methyl-methyl-amino]acetic acid C(C)(C)(C)OC(=O)N1CCC(CC1)(F)CN(CC(=O)O)C